tert-butyl (3-((3-((3-aminopropyl)amino)propyl)amino)propyl)-carbamate NCCCNCCCNCCCNC(OC(C)(C)C)=O